N-[5-[2,3-difluoro-4-(2,4,4-trimethylpentan-2-ylcarbamoyl)phenyl]-4-fluoro-2-[(3R,5S)-3,4,5-trimethylpiperazin-1-yl]phenyl]-6-oxo-4-(trifluoromethyl)-1H-pyridine-3-carboxamide FC1=C(C=CC(=C1F)C(NC(C)(CC(C)(C)C)C)=O)C=1C(=CC(=C(C1)NC(=O)C1=CNC(C=C1C(F)(F)F)=O)N1C[C@H](N([C@H](C1)C)C)C)F